N1(CCOCC1)CC1=NC2=C(C=CC=C2C=C1)NS(=O)(=O)C1=CC=C(C=C1)C(F)(F)F N-(2-((Morpholin-4-yl)methyl)quinolin-8-yl)-4-(trifluoromethyl)-benzenesulfonamide